C(C)C1CCC=2N(C(C(=CC21)C(=O)NC2=NC=C(C=N2)F)=O)C 5-ethyl-N-(5-fluoropyrimidin-2-yl)-1-methyl-2-oxo-6,7-dihydro-5H-cyclopenta[b]pyridine-3-carboxamide